S(=O)(=O)(C1=CC=CC=2C(N(C)C)=CC=CC12)NCCC1=CC(O)=C(O)C=C1 Dansyl-dopamine